6-Bromo-2-{4-[4-(4-methoxybutyl)piperazin-1-yl]phenyl}-N-(1-methylpiperidin-4-yl)-3H-imidazo[4,5-b]pyridin-7-amine BrC=1C(=C2C(=NC1)NC(=N2)C2=CC=C(C=C2)N2CCN(CC2)CCCCOC)NC2CCN(CC2)C